N-(6-((tert-butyldimethylsilyl)oxy)-4-methoxybenzo[d]isoxazol-3-yl)-6-methoxy-2,3-dihydro-1H-indene-5-sulfonamide [Si](C)(C)(C(C)(C)C)OC1=CC2=C(C(=NO2)NS(=O)(=O)C=2C=C3CCCC3=CC2OC)C(=C1)OC